(2R,5S)-4-benzyl-5-ethyl-2-(methoxymethyl)morpholine C(C1=CC=CC=C1)N1C[C@@H](OC[C@@H]1CC)COC